O=C1C2=C(N=C(N1)[C@H]1[C@@H](CC1)N1N=C(C=C1)C(F)(F)F)N(N=C2C#N)[C@@H](C)C=2C=NC(=CC2)C(F)(F)F 4-oxo-6-((1R,2R)-2-(3-(trifluoromethyl)-1H-pyrazol-1-yl)cyclobutyl)-1-((S)-1-(6-(trifluoromethyl)pyridin-3-yl)ethyl)-4,5-dihydro-1H-pyrazolo[3,4-d]pyrimidine-3-carbonitrile